N1=C(C=CC(=C1)C1=CC=C(C=O)C=C1)C1=NC=C(C=C1)C1=CC=C(C=O)C=C1 4,4'-[(2,2'-bipyridine)-5,5'-diyl]dibenzoaldehyde